1-((4-((3-(hydroxymethyl)-4-nitrobenzyl)oxy)butanoyl)oxy)-2,5-dioxopyrrolidine-3-sulfonic acid sodium salt [Na+].OCC=1C=C(COCCCC(=O)ON2C(C(CC2=O)S(=O)(=O)[O-])=O)C=CC1[N+](=O)[O-]